ClC1=C(C=C2C(=C(N(C2=C1F)C)C=1NC(=NN1)[C@H](CO)OC)N1C=NC=C1)OC (R)-2-(5-(6-chloro-7-fluoro-3-(1H-imidazol-1-yl)-5-methoxy-1-methyl-1H-indol-2-yl)-4H-1,2,4-triazol-3-yl)-2-methoxyethan-1-ol